(2-fluoro-6-methoxyphenyl)methanamine FC1=C(C(=CC=C1)OC)CN